OC1=CC=C(C=C1)/C=C/C(=O)OCC1=CC(=C(C(=C1)F)F)F (3,4,5-trifluorophenyl)methyl (E)-3-(4-hydroxyphenyl)prop-2-enoate